3-(1-(naphthalen-2-yl)pyrrolidin-2-yl)benzoic acid C1=C(C=CC2=CC=CC=C12)N1C(CCC1)C=1C=C(C(=O)O)C=CC1